FC1=CC(=C(C=C1[N+](=O)[O-])NC1=NC=NC(=N1)N1CC2(C3=NC(=CC=C31)C)CCC2)OC N-(4-fluoro-2-methoxy-5-nitrophenyl)-4-(5'-methylspiro[cyclobutane-1,3'-pyrrolo[3,2-b]pyridin]-1'(2'H)-yl)-1,3,5-triazin-2-amine